C(N)(=O)C=1C(=NC(=C(N1)CC)C)NC=1C=C(CCNC(C(C)OC(NC)=O)=O)C=CC1 (1-((3-((3-carbamoyl-5-ethyl-6-methylpyrazin-2-yl)amino)phenethyl)amino)-1-oxopropan-2-yl)(methyl)carbamate